C1NCC2C1CC(C2)C(=O)O octahydrocyclopenta[c]pyrrole-5-carboxylic acid